(2-(3-(6-(3-methoxypropoxy)pyridazin-3-yl)phenyl)propan-2-yl)carbamic acid 1-azabicyclo[3.2.2]non-4-yl ester N12CCC(C(CC1)CC2)OC(NC(C)(C)C2=CC(=CC=C2)C=2N=NC(=CC2)OCCCOC)=O